N-(5-aminopentyl)-2-chloro-4-((3-(2,3-difluoro-4-methoxyphenyl)imidazo[1,2-a]pyrazin-8-yl)amino)benzamide hydrochloride Cl.NCCCCCNC(C1=C(C=C(C=C1)NC=1C=2N(C=CN1)C(=CN2)C2=C(C(=C(C=C2)OC)F)F)Cl)=O